CN1C(C(C=2C1=CC=1C(=NN=C(C1C2)C)N[C@H](C)C2=C(C(=CC=C2)C(C(C)(C)O)(F)F)C)(C)C)=O 1,3,3,5-tetramethyl-8-[[(1R)-1-[3-(1,1-difluoro-2-hydroxy-2-methyl-propyl)-2-methyl-phenyl]ethyl]amino]pyrrolo[2,3-g]phthalazin-2-one